C(#N)C[C@H]1N(CC[C@@H](C1)N1N=NC=2C(=NC=3C(=C(C(=CC3C21)Cl)C=2C=C(C=C1C=CC=NC21)F)Cl)OC[C@H]2N(CCC2)C)C(=O)OC(C)(C)C tert-butyl (2S,4S)-2-(cyanomethyl)-4-(6,8-dichloro-7-(6-fluoroquinolin-8-yl)-4-(((S)-1-methylpyrrolidin-2-yl)methoxy)-1H-[1,2,3]triazolo[4,5-c]quinolin-1-yl)piperidine-1-carboxylate